CC1=C(C=CC=C1C=1OC2=C(N1)C=C(C(=C2)OCC2=NC=CC=C2)CNCCO)C2=CC=CC=C2 2-({[2-(2-Methylbiphenyl-3-yl)-6-(pyridin-2-ylmethoxy)-1,3-benzoxazol-5-yl]methyl}amino)ethanol